Cl.COC(C1=CN=CC(=C1)C1=CC=C2CC3(CCNCC3)OC(C2=C1)=O)=O 5-(1-oxo-spiro[isochroman-3,4'-piperidine]-7-yl)nicotinic acid methyl ester hydrochloride